C(C)OC(=O)N1C=NC=C1 1-(Ethoxycarbonyl)imidazol